1-(4-chlorophenyl)-4-{3-[(7-trifluoromethyl-quinolin-4-yl)amino]benzoyl}piperazine ClC1=CC=C(C=C1)N1CCN(CC1)C(C1=CC(=CC=C1)NC1=CC=NC2=CC(=CC=C12)C(F)(F)F)=O